C12C(CC(CC1)C2)CC(=O)NC2=C(C=C(C=C2C)N2CC1=CC=C(C=C1CC2)F)C 2-(bicyclo[2.2.1]heptane-2-yl)-N-(4-(6-fluoro-3,4-dihydroisoquinoline-2(1H)-yl)-2,6-dimethylphenyl)acetamide